1-(4-chloro-phenyl)-7-isopropoxy-6-methoxy-2-(4-{methyl-[4-(3-oxo-piperazin-1-yl)-trans-cyclohexylmethyl]-amino}-phenyl)-1,4-dihydro-2H-isoquinolin-3-one ClC1=CC=C(C=C1)C1N(C(CC2=CC(=C(C=C12)OC(C)C)OC)=O)C1=CC=C(C=C1)N(C[C@@H]1CC[C@H](CC1)N1CC(NCC1)=O)C